(4-bromo-2-(6-azaspiro[2.5]oct-6-yl)phenyl)-5-(2-(4,4-difluoropiperidin-1-yl)-6-methylpyridin-4-yl)-1,3,4-oxadiazole BrC1=CC(=C(C=C1)C=1OC(=NN1)C1=CC(=NC(=C1)C)N1CCC(CC1)(F)F)N1CCC2(CC2)CC1